C(=O)(C=C)OC1=C(C(=O)C2=CC=CC=C2)C=CC=C1 acryl-oxybenzophenone